1,1,1-trifluoro-2-(3-(6-(((3S,4S)-4-fluoropiperidin-3-yl)amino)pyridin-2-yl)imidazo[1,2-a]pyridin-6-yl)propan-2-ol FC(C(C)(O)C=1C=CC=2N(C1)C(=CN2)C2=NC(=CC=C2)N[C@H]2CNCC[C@@H]2F)(F)F